8-methyl-3-(3-oxo-3-(4-(pyridin-3-yl)piperazin-1-yl)propyl)-3,5-dihydro-4H-pyrimido[5,4-b]indol-4-one formate salt C(=O)O.CC1=CC=2C3=C(NC2C=C1)C(N(C=N3)CCC(N3CCN(CC3)C=3C=NC=CC3)=O)=O